OCC=1C=CC(=C(C1)[C@H]1[C@@H](CC=2C(=NC=NC2C1)N1CCN(CC1)C(C=C)=O)C)C 1-[4-[(6R,7R)-7-[5-(hydroxymethyl)-2-methyl-phenyl]-6-methyl-5,6,7,8-tetrahydroquinazolin-4-yl]piperazin-1-yl]prop-2-en-1-one